Methyl 4-(N-(3,5-dichloro-4-(trifluoromethyl)phenyl)sulfamoyl)-2,5-dimethyl-1H-pyrrole-3-carboxylate ClC=1C=C(C=C(C1C(F)(F)F)Cl)NS(=O)(=O)C=1C(=C(NC1C)C)C(=O)OC